C1(=CC=CC=C1)NC(C(C)N1N=CC(=C1)C1=C2C(=NC=C1)NC=C2)=O N-phenyl-2-[4-(1H-pyrrolo[2,3-b]pyridin-4-yl)-1H-pyrazol-1-yl]propanamide